2,2,4-trimethyl-4-(oxomethyl)-1,3-oxazolidine-3-carboxylate CC1(OCC(N1C(=O)[O-])(C=O)C)C